FC1=C(C=C(C=C1)F)C1=CC=C(C=C1)N1C(N(CCC1)C=1SC(=C(N1)CF)S(=O)(=O)N)=O 2-(3-(2',5'-difluoro-[1,1'-biphenyl]-4-yl)-2-oxotetrahydropyrimidin-1(2H)-yl)-4-(fluoromethyl)thiazole-5-sulfonamide